2-(4-methylpiperazin-1-yl)propanamide CN1CCN(CC1)C(C(=O)N)C